[(4S)-4-isopropyl-1-[3-methoxy-1-[(1R,2R)-2-[[(2R,4S)-2-(trifluoromethyl)chroman-4-yl]carbamoyl]cyclopropyl]propyl]-4-methyl-6-oxo-hexahydropyrimidin-2-ylidene]ammonium C(C)(C)[C@]1(NC(N(C(C1)=O)C(CCOC)[C@H]1[C@@H](C1)C(N[C@H]1C[C@@H](OC2=CC=CC=C12)C(F)(F)F)=O)=[NH2+])C